3-(1-methyl-1H-pyrazol-4-yl)-7-[(1S)-1-[(2r,4r)-2-(aminomethyl)-6-oxo-5-oxa-7-azaspiro[3.4]oct-7-yl]ethyl]-1H-indole-2-carboxylic acid CN1N=CC(=C1)C1=C(NC2=C(C=CC=C12)[C@H](C)N1C(OC2(CC(C2)CN)C1)=O)C(=O)O